Hydrogenoxalate C(=O)(C(=O)[O-])O